(E)-N-(4-((3-((4-chloro-3-(trifluoromethyl)phenyl)sulfonamido)-5-methylpyridin-2-yl)oxy)phenyl)-4-(dimethylamino)but-2-enamide ClC1=C(C=C(C=C1)S(=O)(=O)NC=1C(=NC=C(C1)C)OC1=CC=C(C=C1)NC(\C=C\CN(C)C)=O)C(F)(F)F